The molecule is a chlorocarboxylic acid that is acetic acid carrying a 2-chloro substituent. It has a role as an alkylating agent and a herbicide. It is a chlorocarboxylic acid and a haloacetic acid. It derives from an acetic acid. It is a conjugate acid of a chloroacetate. C(C(=O)O)Cl